ClC1=NC(=CC=C1C=1C=NN(C1)C1OCCCC1)[Sn](C)(C)C 2-chloro-3-[1-(oxan-2-yl)pyrazol-4-yl]-6-(trimethylstannyl)pyridine